C(C)(C)(C)OC(=O)N1C[C@@H](CCC1)N1C(C(CCC1)C)=O.NCCNCCC[Si](OC)(OC)C N-(beta-aminoethyl)-gamma-aminopropyl-methyl-dimethoxysilane tert-butyl-(3'R)-3-methyl-2-oxo-[1,3'-bipiperidine]-1'-carboxylate